NC(C(=O)O)(CCCCCC)N amino-2-amino-octanoic acid